C(#N)C1=C2C(=CC=NC2=CC=C1)NC1=CC=C(C(=O)NC2=CC=C(C=C2)NC2=CC=NC=C2)C=C1 4-((5-cyanoquinolin-4-yl)amino)-N-(4-(pyridin-4-ylamino)phenyl)benzamide